N-(1'-(6-(3-methoxypiperidin-1-yl)-4-methylpyridin-2-yl)-1',2'-dihydrospiro[cyclopropane-1,3'-pyrrolo[3,2-c]pyridin]-6'-yl)acetamide COC1CN(CCC1)C1=CC(=CC(=N1)N1CC2(C=3C=NC(=CC31)NC(C)=O)CC2)C